4-bromo-2-(2,2-difluoroethoxy)pyridine BrC1=CC(=NC=C1)OCC(F)F